2,6-dimethylbenzene chloride [Cl-].CC1=CC(=CC=C1)C